ClC1=C(C=CC=C1Cl)C=1C=CN=C2C(=C(C=NC12)C(=O)NN1CCOC2=C1C=CC=C2)N(C)C 8-(2,3-dichloro-phenyl)-N-(2,3-dihydro-1,4-benzoxazin-4-yl)-4-(dimethyl-amino)-1,5-naphthyridine-3-carboxamide